methyl-7-(piperazin-1-yl)phthalazin-1-amine CC1=NN=C(C2=CC(=CC=C12)N1CCNCC1)N